(2-(1-chloroethoxy)ethyl)cyclohexane ClC(C)OCCC1CCCCC1